CN(C(=O)C1CCC12CNCC2)C (dimethylcarbamoyl)-6-azaspiro[3.4]octan